1-(benzenesulfonyl)-4-chloro-pyrrolo[2,3-b]pyridine-2-carbaldehyde C1(=CC=CC=C1)S(=O)(=O)N1C(=CC=2C1=NC=CC2Cl)C=O